C(=O)(O)C1=C(C(=O)C2=CC=C(C=C2)CCCC(=O)O)C=CC=C1 4-[4-(2-carboxybenzoyl)-phenyl]butyric acid